CC1=CC=C(C=C1)S(=O)(=O)NC(C(N)C1=CC=CC=C1)C1=CC=CC=C1 (+)-N-(4-toluenesulfonyl)-1,2-diphenylethylenediamine